3-(((6-Fluorobenzo[d]thiazol-2-yl)amino)methyl)pyrrolidin-1-carbonitril FC1=CC2=C(N=C(S2)NCC2CN(CC2)C#N)C=C1